6-chloro-N-((6-cyclopropylimidazo[1,2-a]pyridin-2-yl)methyl)-2-(methoxymethyl)pyrimidin-4-amine ClC1=CC(=NC(=N1)COC)NCC=1N=C2N(C=C(C=C2)C2CC2)C1